C1(CCCCC1)[C@@H](C)NC(N)=O 3-((R)-1-cyclohexylethyl)urea